Ethyl 2-(1,3,4,5-tetrahydro-2-benzoxepin-5-yl)acetate C1OCCC(C2=C1C=CC=C2)CC(=O)OCC